C(C)(C)(C)P(C1=C(C=CC=C1)C1=C(C=C(C=C1C(C)C)C(C)C)C(C)C)C(C)(C)C di-tert-butyl[2',4',6'-tris(propan-2-yl)-[1,1'-biphenyl]-2-yl]phosphane